epoxy-octadecanoic acid C1C(CCCCCCCCCCCCCCCC(=O)O)O1